1-(4-((2-iodo-1-(2,2,2-trifluoroethyl)-1H-indol-4-yl)amino)piperidin-1-yl)propan-2-yl propionate C(CC)(=O)OC(CN1CCC(CC1)NC1=C2C=C(N(C2=CC=C1)CC(F)(F)F)I)C